3-hydroxy-1-methylpyrrolidin-2-one trifluoroacetate FC(C(=O)O)(F)F.OC1C(N(CC1)C)=O